((2r,4S,5r)-4-amino-5-(ethylsulfonyl)tetrahydro-2H-pyran-2-yl)((S)-1-(4-fluorophenyl)-3,4-dihydroisoquinolin-2(1H)-yl)methanone N[C@H]1C[C@@H](OC[C@@H]1S(=O)(=O)CC)C(=O)N1[C@H](C2=CC=CC=C2CC1)C1=CC=C(C=C1)F